3-[2-[(6-bromo-2-pyridyl)oxymethyl]-5-fluoro-phenyl]propan-1-ol BrC1=CC=CC(=N1)OCC1=C(C=C(C=C1)F)CCCO